BrC1=CC(=C(C=N1)S(=O)(=O)C1=CN(C2=CC(=CC(=C12)C)F)CC)C 3-[(6-Bromo-4-methyl-3-pyridinyl)sulfonyl]-1-ethyl-6-fluoro-4-methyl-indole